ClC=1C=C(C=C2C(=C(C=NC12)C#N)NCC(C)(C)C)N[C@@H](C=1C2=CN(N=C2C=CC1)C)C=1N=NN(C1)C1(CC1)C(F)F (S)-8-chloro-6-(((1-(1-(difluoromethyl)cyclopropyl)-1H-1,2,3-triazol-4-yl)(2-methyl-2H-indazol-4-yl)methyl)amino)-4-(neopentylamino)quinoline-3-carbonitrile